N1CC(C1)OC=1C=NC(=NC1)C 5-(azetidin-3-yloxy)-2-methylpyrimidine